tert-Butyl ((2-(((7,8-dichloro-4-(1H-imidazol-1-yl)quinolin-2-yl)amino)methyl)morpholino)sulfonyl)carbamate ClC1=CC=C2C(=CC(=NC2=C1Cl)NCC1OCCN(C1)S(=O)(=O)NC(OC(C)(C)C)=O)N1C=NC=C1